C1(CC1)N1C(=NC2=C1C=C(C=C2)C#N)C2=CN=NC(=C2)C=O 1-Cyclopropyl-2-(6-formylpyridazin-4-yl)-1H-benzo[d]imidazole-6-carbonitrile